C(C1=CC=CC=C1)N(C(OC(C)(C)C)=O)C=1C=2N(N=C(C1)O[C@@H]1CN(CC1)C)C(=CN2)C2CC2 tert-butyl (S)-benzyl(3-cyclopropyl-6-((1-methylpyrrolidin-3-yl)oxy)imidazo[1,2-b]pyridazin-8-yl)carbamate